The molecule is a 6-acetamido-3-aminohexanoic acid zwitterion obtained by transfer of a proton from the carboxy to the amino group of (3S)-6-acetamido-3-aminohexanoic acid; major species at pH 7.3. It is a tautomer of a (S)-6-acetamido-3-aminohexanoic acid. CC(=O)NCCC[C@@H](CC(=O)[O-])[NH3+]